N-(2-((5-bromo-2-chloropyrimidin-4-yl)amino)phenyl)methylsulfonamide BrC=1C(=NC(=NC1)Cl)NC1=C(C=CC=C1)CNS(=O)=O